((1,2,3,5,6,7-hexahydro-s-indacen-4-yl)amino)-5-(5-(2-hydroxyprop-2-Yl)isoxazol-3-yl)-4,5-dihydrooxazole-5-carboxylic acid ethyl ester C(C)OC(=O)C1(CN=C(O1)NC1=C2CCCC2=CC=2CCCC12)C1=NOC(=C1)C(C)(C)O